ClC1=C(C(=CC=C1)F)CN1C(=NOC1=O)CC=1C(=NC=CC1)C 4-[(2-chloro-6-fluorophenyl)methyl]-3-[(2-methylpyridin-3-yl)methyl]-4,5-dihydro-1,2,4-oxadiazol-5-one